tert-butyl (S)-3-(3-amino-6-(5-fluoro-2-(1-(2,2,2-trifluoroethyl)-1H-pyrazol-4-yl)pyridin-4-yl)pyrazine-2-carboxamido)piperidine-1-carboxylate NC=1C(=NC(=CN1)C1=CC(=NC=C1F)C=1C=NN(C1)CC(F)(F)F)C(=O)N[C@@H]1CN(CCC1)C(=O)OC(C)(C)C